1-(1Z-hexadecenyl)-2-(6Z,9Z,12Z,15Z-octadecatetraenoyl)-glycero-3-phosphocholine C(=C/CCCCCCCCCCCCCC)/OCC(OC(C=CC=C\C=C/C=C\CCCCCCCCC)=O)COP(=O)([O-])OCC[N+](C)(C)C